CN1CCC(CC1)CCOC1=CC=2N(C=C1)C=CN2 7-[2-(1-methyl-piperidin-4-yl)-ethoxy]-imidazo[1,2-a]pyridin